7-methoxy-2-methyl-3-nitro-1,8-naphthyridin-4-amine COC1=CC=C2C(=C(C(=NC2=N1)C)[N+](=O)[O-])N